2-chloro-5-(((E)-2-((E)-1-nitro-3-(m-methylphenyl)allylidene)imidazolidin-1-yl)methyl)pyridine ClC1=NC=C(C=C1)CN1/C(/NCC1)=C(\C=C\C1=CC(=CC=C1)C)/[N+](=O)[O-]